trifluoromethyl-(4-bromo)phenylacetylene FC(F)(F)C#CC1=CC=C(C=C1)Br